4-[5-(3-chlorophenyl)-1-[2-(trifluoromethyl)phenyl]pyrrol-2-yl]-N-[2-(dimethylamino)ethyl]-benzamide ClC=1C=C(C=CC1)C1=CC=C(N1C1=C(C=CC=C1)C(F)(F)F)C1=CC=C(C(=O)NCCN(C)C)C=C1